CN(C)C=NC(C(C)NC(C1=CC(=CC(=C1)C(F)(F)F)C(F)(F)F)=O)=O N-[2-[dimethylaminomethyleneamino]-1-methyl-2-oxo-ethyl]-3,5-bis(trifluoro-methyl)benzamide